(1R,2R)-N-(8-Amino-6-ethylcinnolin-3-yl)-2-fluorocyclopropanecarboxamide NC=1C=C(C=C2C=C(N=NC12)NC(=O)[C@@H]1[C@@H](C1)F)CC